OC[C@H](C1=CC=CC=C1)NC1=CC(=NC=C1C1=NC=NO1)NC1=CC=C2C(=N1)N(N(C2=O)CCC)C(C)C (S)-6-((4-((2-hydroxy-1-phenylethyl)amino)-5-(1,2,4-oxadiazol-5-yl)pyridin-2-yl)amino)-1-isopropyl-2-propyl-1,2-dihydro-3H-pyrazolo[3,4-b]pyridin-3-one